4-bromo-5-chloro-2-nitroaniline BrC1=CC(=C(N)C=C1Cl)[N+](=O)[O-]